2-(difluoromethyl)-4-(4-(1-(2-methoxyethyl)-4-methyl-1H-pyrazol-5-yl)piperidin-1-yl)-6-((2R,3R)-2-methyl-3-(piperazin-1-yl)azetidin-1-yl)pyrimidine trifluoroacetate salt FC(C(=O)O)(F)F.FC(C1=NC(=CC(=N1)N1CCC(CC1)C1=C(C=NN1CCOC)C)N1[C@@H]([C@@H](C1)N1CCNCC1)C)F